cyclopropyl-(4-(4-(4-((5,5-dimethyl-5,6-dihydro-4H-1,3-oxazin-2-yl)amino)-2,6-difluorophenoxy)-1H-pyrrolo[2,3-b]pyridin-3-yl)-3,6-dihydropyridin-1(2H)-yl)methanone C1(CC1)C(=O)N1CCC(=CC1)C1=CNC2=NC=CC(=C21)OC2=C(C=C(C=C2F)NC=2OCC(CN2)(C)C)F